FC=1C=C(C=C2C=CC(=NC12)N1CCOCC1)C=C 4-(8-Fluoro-6-vinylquinolin-2-yl)morpholine